NC=1C(=C(C(=O)O)C=CC1N)OCC 3,4-diamino-2-ethoxybenzoic acid